C(#N)C(C(=O)NC1=C2C(N(C(C2=CC=C1)=O)C1C(NC(CC1)=O)=O)=O)(C)C 2-cyano-N-(2-(2,6-dioxopiperidin-3-yl)-1,3-dioxoisoindolin-4-yl)-2-methylpropanamide